2-(3-chloro-2-pyridyl)-N-(1,6-dibromo-3-carbamoyl-2-naphthyl)-5-(2,2,2-trifluoroethoxy)pyrazole-3-carboxamide ClC=1C(=NC=CC1)N1N=C(C=C1C(=O)NC1=C(C2=CC=C(C=C2C=C1C(N)=O)Br)Br)OCC(F)(F)F